ClC1=CC=C(CN2C3(CN(C3)C=3C=NC=C(C3)C)C(N(CC2=O)C(C)C)=O)C=C1 5-(4-chlorobenzyl)-8-isopropyl-2-(5-methyl-pyridin-3-yl)-2,5,8-triazaspiro[3.5]nonane-6,9-dione